ClC=1C=C(C=C(C1)Cl)C=1C(=CC=C2C(=C(C=NC12)C(=O)O)CC)F 8-(3,5-dichlorophenyl)-4-ethyl-7-fluoroquinoline-3-carboxylic acid